CC1(OCC[C@H](C1)C1=NC2=CC=C(C=C2C=C1)CN1C[C@H](CC1)OC=1C=C2CN(C(C2=CC1)=O)[C@H]1C(NC(CC1)=O)=O)C (R)-3-(5-(((S)-1-((2-((R)-2,2-Dimethyltetrahydro-2H-pyran-4-yl)quinolin-6-yl)methyl)pyrrolidin-3-yl)oxy)-1-oxoisoindolin-2-yl)piperidine-2,6-dione